C(C1=CC=CC=C1)N1CC2=CN(C[C@H]2C1)C1=NC(=CC(=N1)C)C (3aR,6aS)-2-Benzyl-5-(4,6-dimethylpyrimidin-2-yl)tetrahydropyrrolo[3,4-c]pyrrol